tert-butyl 4-((1-(2,6-dimethoxy-4-(4,4,5,5-tetramethyl-1,3,2-dioxaborolan-2-yl)phenethyl)piperidin-4-yl)oxy)piperidine-1-carboxylate TFA salt OC(=O)C(F)(F)F.COC1=C(CCN2CCC(CC2)OC2CCN(CC2)C(=O)OC(C)(C)C)C(=CC(=C1)B1OC(C(O1)(C)C)(C)C)OC